NC=1C=C(C=CC1)C=1C(=NN(N1)COCC[Si](C)(C)C)C(=O)OC methyl 5-(3-aminophenyl)-2-((2-(trimethylsilyl)ethoxy)methyl)-2H-1,2,3-triazole-4-carboxylate